BrCCCCCCC=1C=CC=CC1 3-(6-bromohexyl)benzene